C1=CN(C(=O)NC1=O)[C@]2([C@@H]([C@@H]([C@H](O2)CO)O)O)CN Aminomethyluridine